Tert-butyl 7-(aminomethyl)-2-azaspiro[3.5]nonane-2-carboxylate NCC1CCC2(CN(C2)C(=O)OC(C)(C)C)CC1